C1(CC1)C=1N=CN(C1)C1=C(C=C2C=CN(C(C2=C1)=O)CC1=CC=C(C=C1)OC)OC 7-(4-cyclopropyl-1H-imidazol-1-yl)-2-(4-methoxybenzyl)-6-methoxyisoquinolin-1(2H)-one